FC=1C=CC2=C(C(NC3=C(S2)C=CC(=C3)C(=O)NC(C(=O)O)CC=3C=NC=NC3)=O)C1 2-(2-fluoro-11-oxo-10,11-dihydrodibenzo[b,f][1,4]thiazepine-8-carboxamido)-3-(pyrimidin-5-yl)propanoic acid